3-glycidyl-5,5-dimethylhydantoin C(C1CO1)N1C(NC(C1=O)(C)C)=O